ClC=1C=C2C(=NC(=NC2=C(C1C1=CC(=CC2=CC=C(C(=C12)CC)F)OCOC)F)OC[C@]12CCCN2C[C@@H](C1)F)N1CC(CCCC1)F 6-chloro-7-(8-ethyl-7-fluoro-3-(methoxymethoxy)naphthalene-1-yl)-8-fluoro-4-(3-fluoroazepan-1-yl)-2-(((2R,7aS)-2-fluorotetrahydro-1H-pyrrolizine-7a(5H)-yl)methoxy)quinazoline